((5S)-5-[(6-Nitrothieno[3,2-b]pyridin-7-yl)amino]-5,6-dihydro-2H-pyran-2-yl)methyl acetate C(C)(=O)OCC1OC[C@H](C=C1)NC1=C2C(=NC=C1[N+](=O)[O-])C=CS2